N-(8-(2-chloro-5-methylphenyl)-7-fluoro-4-morpholinoquinolin-3-yl)quinoline-4-carboxamide ClC1=C(C=C(C=C1)C)C=1C(=CC=C2C(=C(C=NC12)NC(=O)C1=CC=NC2=CC=CC=C12)N1CCOCC1)F